3-(1,1-difluoroethyl)-2-fluorobenzaldehyde FC(C)(F)C=1C(=C(C=O)C=CC1)F